1-Decyl-1-propylpyrrolidinium fluorid [F-].C(CCCCCCCCC)[N+]1(CCCC1)CCC